((4S,E)-4-((2S)-2-(3-(4-(methoxycarbonyl)phenyl)-3-methyl-2-(methylamino)butanamido)-N,3,3-trimethylbutanamido)-2,5-dimethylhex-2-enoyl)-D-glutamate COC(=O)C1=CC=C(C=C1)C(C(C(=O)N[C@H](C(=O)N(C)[C@H](/C=C(/C(=O)N[C@H](CCC(=O)[O-])C(=O)[O-])\C)C(C)C)C(C)(C)C)NC)(C)C